Decylacrylat C(CCCCCCCCC)OC(C=C)=O